C(C)(C)(C)N1N=C(C=C1NC(OCC1=CC=CC=C1)=O)[C@@H]1C[C@@H](CC1)OC(NC1(CCC1)C)=O benzyl {1-tert-butyl-3-[(1S,3R)-3-{[(1-methylcyclobutyl)carbamoyl]-oxy}cyclopentyl]-1H-pyrazol-5-yl}carbamate